C(C)NC(=O)N1C(C2([C@H](C1)C)NC(COC2)=O)CC=2C(=C(C=CC2)C2=CC(=CC(=C2)F)F)F (4S)-N-ethyl-4-methyl-7-oxo-1-({2,3',5'-trifluoro-[1,1'-biphenyl]-3-yl}methyl)-9-oxa-2,6-diazaspiro[4.5]decane-2-carboxamide